COC=1C(=C2C=CNC2=C(C1)C)CN1[C@H](CN(CC1)CCC(F)(F)F)C1=CC(=C(C(=O)O)C=C1)N1C(CCC1)=O (S)-4-(1-((5-Methoxy-7-methyl-1H-indol-4-yl)methyl)-4-(3,3,3-trifluoropropyl)piperazin-2-yl)-2-(2-oxopyrrolidin-1-yl)benzoic acid